3-(5-methylthiophene-2-yl)urea CC1=CC=C(S1)NC(N)=O